N(=[N+]=[N-])CC1=C2C=CNC2=CC(=C1OC=1C=C(C=CC1)C=1SC=C(N1)C(C)(CCCCC(C#C)(C)C)C1=CC(=CC=C1)Br)F 2-(3-((4-(Azidomethyl)-6-fluoro-1H-indol-5-yl)oxy)phenyl)-4-(2-(3-bromophenyl)-7,7-dimethylnon-8-yn-2-yl)thiazole